C(CC)(=O)O.C(CC)(=O)O.C(CC)(=O)O.C(CC)(=O)O.C(CC)(=O)O.OC1[C@H](N)[C@@H](O)[C@H](O)[C@H](O1)CO α,β-D-Glucosamine Pentapropionate